Cl.Cl.C(C)[C@H]1OC2=CC=3C(=CC=NC3C=C2CNC1)OC (R)-2-ethyl-10-methoxy-2,3,4,5-tetrahydro-[1,4]oxazepino[7,6-g]quinoline dihydrochloride